(3-(2-aminoethoxy)phenyl)(pyrrolidin-1-yl)methanone NCCOC=1C=C(C=CC1)C(=O)N1CCCC1